C(C1=CC=CC=C1)OC(=O)N1CCC(CC1)SC(C)=O 4-(Acetylthio)piperidine-1-carboxylic acid benzyl ester